N-(2-cyclopropyl-4-fluoro-phenyl)-acetamide C1(CC1)C1=C(C=CC(=C1)F)NC(C)=O